4-p-sulfophenylazo-1-p-sulfophenyl-5-hydroxypyrazole-3-carboxylic acid S(=O)(=O)(O)C1=CC=C(C=C1)N=NC=1C(=NN(C1O)C1=CC=C(C=C1)S(=O)(=O)O)C(=O)O